CC1(COCC=2NC3=CC=C(C=C3C21)OC2=C(C=C(C=C2F)N2N=C(C(NC2=O)=O)C#N)F)C 2-(4-((4,4-Dimethyl-1,3,4,9-tetrahydropyrano[3,4-b]indol-6-yl)oxy)-3,5-difluoro-phenyl)-3,5-dioxo-2,3,4,5-tetrahydro-1,2,4-triazine-6-carbonitrile